N-(1-(4-(2-(2-Aminopyridin-3-yl)-5-phenyl-3H-imidazo[4,5-b]pyridin-3-yl)benzyl)piperidin-4-yl)-N-methylcyanamide NC1=NC=CC=C1C1=NC=2C(=NC(=CC2)C2=CC=CC=C2)N1C1=CC=C(CN2CCC(CC2)N(C#N)C)C=C1